CC=1N=C(SC1C)NC(C1=CN=C(C=C1)C)=O N-(4,5-dimethylthiazol-2-yl)-6-methylnicotinamide